ClC=1C=NC(=C(C(=O)NC2CCC(CC2)CN2C(C(C3=CC=CC=C23)(O)C2=NC=CC(=C2F)OC)=O)C1)C(F)F 5-chloro-2-(difluoromethyl)-N-((1r,4r)-4-((3-(3-fluoro-4-methoxypyridin-2-yl)-3-hydroxy-2-oxoindolin-1-yl)methyl)cyclohexyl)nicotinamide